N1CCC(CC1)N1CC(C1)N1CCN(CC1)C1=CC=C(C=C1)N1C(NC(CC1)=O)=O 1-(4-(4-(1-(Piperidin-4-yl)azetidin-3-yl)piperazin-1-yl)phenyl)dihydropyrimidine-2,4(1H,3H)-dione